C1(=CC=CC=2C3=CC=CC=C3CC12)COC(=O)N[C@@H](CC1=CN(C2=CC=CC=C12)C(=O)OC(C)(C)C)C(=O)O N-fluorenylmethoxycarbonyl-N'-tert-butoxycarbonyl-L-tryptophan